[N+](=O)([O-])CC1COC1 3-(nitromethyl)oxetane